C(C)(C)N1C(C=CC(=C1)C1=NC(=NC=C1F)NC1=NC=C(C=C1)N1CCNCC1)=O 1-isopropyl-5-(2-(5-(piperazin-1-yl)pyridin-2-yl)amino-5-fluoropyrimidin-4-yl)-pyridin-2(1H)-one